N-(2-hydroxy-1-(pyridin-2-yl)ethyl)-5-(4-(trifluoromethyl)phenyl)-2-naphthamide OCC(C1=NC=CC=C1)NC(=O)C1=CC2=CC=CC(=C2C=C1)C1=CC=C(C=C1)C(F)(F)F